tert-butyl 6-(benzyloxy)-3-[1-(2,4-dimethoxybenzyl)-4-(1H-indol-3-yl)-2,5-dioxo-2,5-dihydro-1H-pyrrol-3-yl]-5-fluoro-1H-indole-1-carboxylate C(C1=CC=CC=C1)OC1=C(C=C2C(=CN(C2=C1)C(=O)OC(C)(C)C)C=1C(N(C(C1C1=CNC2=CC=CC=C12)=O)CC1=C(C=C(C=C1)OC)OC)=O)F